1-(3-methyl-6-(2-methyl-2H-pyrazolo[3,4-b]pyridin-5-yl)thieno[2,3-b]pyridin-2-yl)-3-(trifluoromethyl)cyclobutanol CC1=C(SC2=NC(=CC=C21)C2=CC=1C(N=C2)=NN(C1)C)C1(CC(C1)C(F)(F)F)O